(R)-3-(2-cyano-2-methylpyrrolidine-1-carbonyl)-8-methoxy-N-(2-oxo-1,2-dihydropyridin-3-yl)-1-(thiophen-2-yl)-5,6-dihydroimidazo[5,1-a]isoquinoline-9-carboxamide C(#N)[C@@]1(N(CCC1)C(=O)C1=NC(=C2N1CCC1=CC(=C(C=C21)C(=O)NC=2C(NC=CC2)=O)OC)C=2SC=CC2)C